N1(CC1)CCC(=O)OCC(COC(CCN1CC1)=O)(COC(CCN1CC1)=O)COC(CCN1CC1)=O pentaerythritol tetrakis[3-(1-aziridinyl)propionate]